Cl.ClC1=C(C=C(C=C1)O)C1=NC(=C(C(=N1)C=1C(=NOC1C)C)C)N[C@@H]1C[C@@H](NCC1)C 4-chloro-3-(4-(3,5-dimethylisoxazol-4-yl)-5-methyl-6-((2S,4S)-2-methylpiperidin-4-ylamino)pyrimidin-2-yl)phenol HCl salt